6-methoxy-1,2,3,4-tetrahydroisoquinoline-2-carbonitrile COC=1C=C2CCN(CC2=CC1)C#N